C(C)(=O)[O-].[Mn+3].C(C)(=O)[O-].C(C)(=O)[O-] Manganese(III) acetate